C(C)(C)(C)OC(=O)N[C@H](C(=O)N[C@H](C(=O)NC1=CC=C(COC=2C(=NC3=CC=CC=C3C2)C(=O)O)C=C1)C)C(C)C 3-((4-((S)-2-((S)-2-((tert-butoxycarbonyl)amino)-3-methylbutanamido)propanamido)benzyl)oxy)quinoline-2-carboxylic acid